C(C)(C)(C)OC(\C=C\C(=C)C1=CC(=CC=C1C(NC=1C=CC=C2C=CC=NC12)=O)C)=O (E)-4-(3-methyl-6-(quinolin-8-ylcarbamoyl)phenyl)penta-2,4-dienoic acid tert-butyl ester